NC([C@@H](CC(C)C)NC(=O)C=1C=[N+](C=CC1)[C@@H]1O[C@@H]([C@H]([C@H]1O)O)COP(=O)(O)O)=O 3-(((R)-1-amino-4-methyl-1-oxopentan-2-yl)carbamoyl)-1-((2R,3R,4S,5R)-3,4-dihydroxy-5-((phosphonooxy)methyl)tetrahydrofuran-2-yl)pyridin-1-ium